[N+](#[C-])CCN1CCN(CC1)C1=CC=CC=2NC=NC21 4-(4-(2-isocyanoethyl)piperazin-1-yl)-1H-benzo[d]Imidazole